(R)-1-((R)-2-amino-propoxy)-3-chloro-propan-2-ol hydrochloride Cl.N[C@@H](COC[C@H](CCl)O)C